C(C)(=O)O.C(C)(=O)O.NC(=O)N Urea Diacetate